methyl-3-(1-methylimidazol-4-yl)benzenesulfonamide CC1=C(C=CC=C1C=1N=CN(C1)C)S(=O)(=O)N